CC=1OC(=NN1)CO[C@@H]1C[C@@H](NCC1)C 2-methyl-5-[[(2S,4S)-2-methyl-4-piperidinyl]oxymethyl]-1,3,4-oxadiazole